3-[6-Fluoro-3-(2-methoxy-benzyl)-3H-imidazo[4,5-b]pyridin-2-yl]-N-(4-methoxy-benzyl)-propionamide FC=1C=C2C(=NC1)N(C(=N2)CCC(=O)NCC2=CC=C(C=C2)OC)CC2=C(C=CC=C2)OC